(1S,2S,4R,5R,6R,7S)-N-(6-methoxypyridin-3-yl)-7-[6-(trifluoromethyl)pyridin-2-yl]-8-oxatricyclo[3.2.1.02,4]octane-6-carboxamide COC1=CC=C(C=N1)NC(=O)[C@H]1[C@H]2[C@@H]3C[C@@H]3[C@@H]([C@@H]1C1=NC(=CC=C1)C(F)(F)F)O2